FC1=C(NC2=CC=CC(=N2)S(=O)(=O)NC(=O)C=2C(=NC=CC2)N2C(CC(C2)C)(C)C)C(=CC(=C1)F)F N-[[6-(2,4,6-Trifluoroanilino)-2-pyridyl]sulfonyl]-2-(2,2,4-trimethylpyrrolidin-1-yl)pyridin-3-carboxamid